C1=CC=C(C=2SC3=C(C21)C=CC=C3)C=3C=C2CNCC2=CC3 5-(dibenzo[b,d]thiophen-4-yl)isoindoline